1-(3,4-Dimethoxyphenyl)-2-(dimethylamino)-2-(phenylmethyl)-butan-1-on COC=1C=C(C=CC1OC)C(C(CC)(CC1=CC=CC=C1)N(C)C)=O